C(C)OCCOCCOC=1C=C(C(=NC1)CC(C(=O)[O-])O)C(C)(C)C 3-{5-[2-(2-ethoxyethoxy) ethoxy]Tert-butyl pyridin-2-yl}-2-hydroxypropionate